2-((3-azabicyclo[3.1.0]hex-3-yl)methyl)-6-(3-((1s,3s)-3-methoxy-1-(4-methyl-4H-1,2,4-triazol-3-yl)cyclobutyl)phenyl)-4-(trifluoromethyl)-1,6-dihydro-7H-pyrrolo[2,3-c]pyridin-7-one C12CN(CC2C1)CC1=CC2=C(C(N(C=C2C(F)(F)F)C2=CC(=CC=C2)C2(CC(C2)OC)C2=NN=CN2C)=O)N1